5-((8-(5-Chlorobenzofuran-2-yl)-2,3-dihydro-4H-pyrido[4,3-b][1,4]thiazin-4-yl)sulfonyl)pyridin-2-ol ClC=1C=CC2=C(C=C(O2)C2=CN=CC3=C2SCCN3S(=O)(=O)C=3C=CC(=NC3)O)C1